(S,Z)-1-((3'-(benzyloxy)-5-chloro-[1,1'-biphenyl]-2-yl)sulfonyl)-4-fluoro-N-(4-(methylsulfonyl)but-3-en-2-yl)piperidine-4-carboxamide C(C1=CC=CC=C1)OC=1C=C(C=CC1)C1=C(C=CC(=C1)Cl)S(=O)(=O)N1CCC(CC1)(C(=O)N[C@@H](C)\C=C/S(=O)(=O)C)F